Methyl 1-((2-azabicyclo[2.1.1]hexan-1-yl)methyl)-2-(4-(6-((4-cyano-2-fluorobenzyl)oxy)pyridin-2-yl)-2,5-difluorobenzyl)-1H-benzo[d]imidazole-6-carboxylate C12(NCC(C1)C2)CN2C(=NC1=C2C=C(C=C1)C(=O)OC)CC1=C(C=C(C(=C1)F)C1=NC(=CC=C1)OCC1=C(C=C(C=C1)C#N)F)F